C(=C)C1=CC=C(C=C1)C1=CC=2N(C3=CC(=CC=C3C2C=C1)C1=CC=C(C=C1)C=C)C1=C(C(=O)O)C=CC=C1 (2,7-bis(4-vinylphenyl)-9H-carbazol-9-yl)benzoic acid